CC1=NN2C(N(C([C@H](CC2)NC(=O)C=2N=CC3=C(N2)C2(COCCC2)OC3)=O)C)=C1 N-[(6S)-2,4-dimethyl-5-oxo-7,8-dihydro-6H-pyrazolo[1,5-a][1,3]diazepin-6-yl]spiro[5H-furo[3,4-d]pyrimidine-7,3'-tetrahydropyran]-2-carboxamide